Ethyl 5-((tert-butoxycarbonyl) amino)-4-methoxypyrazolo[1,5-a]pyridine-3-carboxylate C(C)(C)(C)OC(=O)NC1=C(C=2N(C=C1)N=CC2C(=O)OCC)OC